NC1=C(C=CC(=C1)F)C1=C(C=C(C(=C1)Cl)C(=O)NC=1C=NC(=C(C1)C(F)(F)F)COC)F 2'-amino-5-chloro-2,4'-difluoro-N-(6-(methoxymethyl)-5-(trifluoromethyl)pyridin-3-yl)-[1,1'-biphenyl]-4-carboxamide